CC(C(=O)O)C methyl-(propionic acid)